FC([C@@H](CC)NC(C1=CN=CC(=C1N1CC2(CCCN2)CC1)C1=CC(=CC(=C1)F)F)=O)(F)F N-[(R)-1-(trifluoromethyl)propyl]-4-(1,7-diaza-7-spiro[4.4]nonyl)-5-(3,5-difluorophenyl)nicotinamide